3,4-dichloro-1-(3-hydroxypropoxy)-10-iodo-6,7,8,9-tetrahydropyrido[1,2-a]indol-7-ol ClC1=CC(=C2C(=C3N(C2=C1Cl)CC(CC3)O)I)OCCCO